FC(OC1=CC=C(C=C1)[N+](=O)[O-])(F)F para-trifluoromethoxynitrobenzene